C(C1=CC=CC=C1)(=O)NC1=CC=C(C=C1)C1=CC(=CC(=C1)N1N=NC(=C1)C1=CC=C(C=C1)C(F)(F)F)C(=O)O 4'-Benzamido-5-(4-(4-(trifluoromethyl)phenyl)-1H-1,2,3-triazol-1-yl)-[1,1'-biphenyl]-3-carboxylic acid